ClC=1C=C(C=C(C1)NCCN)NC(=O)NC1=C(C(=CC(=C1)F)F)CO 1-[3-chloro-5-(2-aminoethylamino)phenyl]-3-(3,5-difluoro-2-hydroxymethylphenyl)urea